3-(5-(1-Isobutylpiperidin-4-yl)-1-oxoisoindolin-2-yl)piperidine-2,6-dione C(C(C)C)N1CCC(CC1)C=1C=C2CN(C(C2=CC1)=O)C1C(NC(CC1)=O)=O